C12CN(CC(CCC1)N2)C=2OC1=C(N2)C(=C(C=C1C=1SC=CN1)C(=O)OCC)C(F)(F)F ethyl 2-(3,9-diazabicyclo[3.3.1]nonan-3-yl)-7-(thiazol-2-yl)-4-(trifluoromethyl)benzo[d]oxazole-5-carboxylate